C(C)(C)(C)OC(=O)N[C@H](C(=O)O)CC1CCC1 (2S)-2-(tert-butoxycarbonylamino)-3-cyclobutylpropanoic acid